(phenyl)(cyclobutyl)methylene(cyclopentadienyl)(2,7-di-tert-butylfluoren-9-yl)hafnium dichloride [Cl-].[Cl-].C1(=CC=CC=C1)C(=[Hf+2](C1C2=CC(=CC=C2C=2C=CC(=CC12)C(C)(C)C)C(C)(C)C)C1C=CC=C1)C1CCC1